2-ethyl-8,8-dimethyl-7,8-dihydro-6H-cyclopenta[e]pyrazolo[1,5-a]pyrimidine-6-carbonitrile C(C)C1=NN2C(N=CC3=C2C(CC3C#N)(C)C)=C1